N-(1-cyclobutyl-3-fluoro-6-(pyrimidin-2-yl)-1H-indol-2-yl)-3,3-dimethylbutyramide C1(CCC1)N1C(=C(C2=CC=C(C=C12)C1=NC=CC=N1)F)NC(CC(C)(C)C)=O